(8R,9R,10R)-N-(2-fluorophenyl)-10-(hydroxymethyl)-9-(4-(pyridin-3-ylethynyl)phenyl)-1,6-diazabicyclo[6.2.0]decane-6-carboxamide FC1=C(C=CC=C1)NC(=O)N1CCCCN2[C@H]([C@@H]([C@@H]2C1)C1=CC=C(C=C1)C#CC=1C=NC=CC1)CO